4-(2-bromoethyl)-2-methoxypyridine BrCCC1=CC(=NC=C1)OC